FCCN1N=C(C=C1)C=1N(C=CC1)COCC[Si](C)(C)C 2-(1-(2-fluoroethyl)-1H-pyrazol-3-yl)-1-((2-(trimethylsilyl)ethoxy)methyl)-1H-pyrrole